O1COC2=C1C=CC=C2C[C@@H](CNC(=O)NCCC=2C=NC=CC2)N(C)C ((S)-3-(benzo[d][1,3]dioxol-4-yl)-2-(dimethylamino)propyl)-3-(2-(pyridin-3-yl)ethyl)urea